tert-butyl (S)-(1,1-dicyclopropyl-3-oxo-3-((4-((4,4,4-trifluorobutanamido)methyl)pyridin-2-yl)amino)propan-2-yl)carbamate C1(CC1)C([C@@H](C(NC1=NC=CC(=C1)CNC(CCC(F)(F)F)=O)=O)NC(OC(C)(C)C)=O)C1CC1